ClC1=CC=C(N=N1)C=1C=C2N=CC=NC2=CC1OCOC 6-(6-chloropyridazin-3-yl)-7-(methoxymethoxy)quinoxaline